C(\C=C(/C)\CCC=C(C)C)\C=C\C(O)(C)CCC=C(C)C trans-geranyl-linalool